C(=O)(O)C1=C(C=C(C=C(C(=O)OCCC)C#N)C=C1)O n-propyl 4-carboxy-3-hydroxy-α-cyanocinnamate